C(C)(C)(C)OC(=O)N1CC2(C1)CCN(CC2)C2=NC(=NC1=CC(=C(C=C21)OC2CC2)Br)OC[C@H]2N(CCC2)C (S)-7-(7-bromo-6-cyclopropyloxy-2-((1-methylpyrrolidin-2-yl)methoxy)quinazolin-4-yl)-2,7-diazaspiro[3.5]Nonane-2-carboxylic acid tert-butyl ester